BrC1=CC(=C2C(N(CC2=C1)[C@@H](C)C1CC1)=O)N(S(=O)(=O)C)S(=O)(=O)C (S)-N-(6-bromo-2-(1-cyclopropylethyl)-3-oxoisoindol-4-yl)-N-(methylsulfonyl)methanesulfonamide